1-(2-bromoethyl)-4,4-difluoropiperidine hydrobromide Br.BrCCN1CCC(CC1)(F)F